O([As]1C2=CC=CC=C2OC=2C=CC=CC12)[As]1C2=CC=CC=C2OC=2C=CC=CC12 10,10'-oxo-bisphenoxarsine